CN1C(=NC(=C1)C(F)(F)F)C1CCN(CC1)C(=O)OC(C)(C)C tert-butyl 4-[1-methyl-4-(trifluoromethyl)imidazol-2-yl]piperidine-1-carboxylate